BrC[Si](OC)(OC)OC (bromomethyl)trimethoxysilane